ClC=1SC(=CC1CN1CCN(CC1)CCC(=O)O)Cl 3-{4-[(2,5-dichlorothien-3-yl)methyl]piperazin-1-yl}propionic acid